ethyl (3S,4S)-4-aminotetrahydrofuran-3-carboxylate N[C@H]1[C@@H](COC1)C(=O)OCC